ClC=1C=C(C=CC1)N1C=C(C2=C1N=CN=C2N2[C@H](CN(CC2)C(=O)OC(C)(C)C)C)C(=O)OC tert-butyl (3S)-4-[7-(3-chlorophenyl)-5-(methoxycarbonyl)-7H-pyrrolo[2,3-d]pyrimidin-4-yl]-3-methylpiperazine-1-carboxylate